3-hydroxy-hexadecanoyl-ornithine OC(CC(=O)N[C@@H](CCCN)C(=O)O)CCCCCCCCCCCCC